C(CCC)C1=C(C=CC=C1)CCO butyl-hydroxyethylbenzene